tert-butyl (1R,2S,5S)-2-(((S)-1-(4-fluorobenzo[d]thiazol-2-yl)-1-oxo-3-((S)-2-oxopyrrolidin-3-yl)propan-2-yl)carbamothioyl)-6,6-Dimethyl-3-azabicyclo[3.1.0]hexane-3-carboxylate FC1=CC=CC2=C1N=C(S2)C([C@H](C[C@H]2C(NCC2)=O)NC(=S)[C@@H]2[C@H]1C([C@H]1CN2C(=O)OC(C)(C)C)(C)C)=O